(9H-fluoren-9-yl)methyl ((2R,3S)-3-((tert-butyldimethylsilyl)oxy)-1-hydroxy-4-oxo-4-(tritylamino)butan-2-yl)carbamate [Si](C)(C)(C(C)(C)C)O[C@@H]([C@@H](CO)NC(OCC1C2=CC=CC=C2C=2C=CC=CC12)=O)C(NC(C1=CC=CC=C1)(C1=CC=CC=C1)C1=CC=CC=C1)=O